C(#N)C1=C(C=C(C=N1)C(=O)NC1CCCCCC1)C1=CC(=CC(=C1)F)F 6-cyano-N-cycloheptyl-5-(3,5-difluorophenyl)pyridine-3-carboxamide